ClCCOC=1C=C(C=2N(C1)N=CC2C#N)C=2C=NC(=CC2)N2CC1N(C(C2)C1)CC=1C=NC(=CC1)OC 6-(2-Chloroethoxy)-4-(6-(6-((6-methoxypyridin-3-yl)methyl)-3,6-diazabicyclo[3.1.1]heptan-3-yl)pyridin-3-yl)pyrazolo[1,5-a]pyridine-3-carbonitrile